[4-(m-methoxybenzenesulfonyloxy)phenyl]urea COC=1C=C(C=CC1)S(=O)(=O)OC1=CC=C(C=C1)NC(=O)N